CN1C(CNCC=C1C(C(F)(F)F)=O)=O 1-methyl-2-oxo-7-(2,2,2-trifluoroacetyl)-1,2,3,4-tetrahydro-[1,4]diazepine